OC1=C(C=CC=C1)C1=CC(=CN=N1)C1=CC=C(C=C1)C1=NOC(=C1)C(C(=O)OCC)C(C)C Ethyl 2-(3-(4-(6-(2-hydroxyphenyl)pyridazin-4-yl)phenyl)isoxazol-5-yl)-3-methylbutanoate